6-[1-(2,2-difluoroethyl)-1H-pyrazolo[3,4-b]pyrazin-6-yl]-2-[3-methyl-5-(trifluoromethyl)pyridin-2-yl]-2,6-diazaspiro[3.4]octane FC(CN1N=CC=2C1=NC(=CN2)N2CC1(CN(C1)C1=NC=C(C=C1C)C(F)(F)F)CC2)F